2-methyl-N-(6-vinyltetrahydropyran-2-yl)propane-2-sulfinamide CC(C)(C)S(=O)NC1OC(CCC1)C=C